N-((5-chloro-6-((3-methylisoxazol-5-yl)methoxy)-1H-indol-2-yl)methyl)-1-fluorocyclopropane-1-carboxamide ClC=1C=C2C=C(NC2=CC1OCC1=CC(=NO1)C)CNC(=O)C1(CC1)F